6-CHLORO-N-(6-ETHYL-1-METHYL-1H-INDAZOL-7-YL)PYRIDAZINE-3-SULFONAMIDE ClC1=CC=C(N=N1)S(=O)(=O)NC=1C(=CC=C2C=NN(C12)C)CC